tert-butyl (E)-1-(3-methoxy-3-oxoprop-1-en-1-yl)isoindoline-2-carboxylate COC(/C=C/C1N(CC2=CC=CC=C12)C(=O)OC(C)(C)C)=O